ClC1=C(C(=NC2=C(C=CC=C12)OC)N1CC2(CNC2)CC1)C#N 4-chloro-8-methoxy-2-(2,6-diazaspiro[3.4]octan-6-yl)quinoline-3-carbonitrile